Tert-butyl (4-bromo-5-fluorobenzo[b]thiophen-2-yl)carbamate BrC1=C(C=CC=2SC(=CC21)NC(OC(C)(C)C)=O)F